tert-butyl 4-amino-2-fluoro-3-((2-methoxyethyl)amino)benzoate NC1=C(C(=C(C(=O)OC(C)(C)C)C=C1)F)NCCOC